(S)-2-acetylamino-N-[(S)-1-(4-ethylthiazol-2-yl)-2-(4-nitrophenyl)-ethyl]-3-phenylpropionamide C(C)(=O)N[C@H](C(=O)N[C@@H](CC1=CC=C(C=C1)[N+](=O)[O-])C=1SC=C(N1)CC)CC1=CC=CC=C1